2-[(4-{[2-(dimethylamino)ethyl](methyl)amino}-3-(1-methylpyrazol-4-yl)phenyl)amino]-8-methyl-5-[2-(triisopropylsilyl)ethynyl]pyrido[2,3-d]pyrimidin-7-one CN(CCN(C1=C(C=C(C=C1)NC=1N=CC2=C(N1)N(C(C=C2C#C[Si](C(C)C)(C(C)C)C(C)C)=O)C)C=2C=NN(C2)C)C)C